ClC=1C(=NC(=NC1)N1CC(N(CC1)C)COC=1C=C2C(N(C(C2=CC1)=O)C1C(NC(CC1)=O)=O)=O)NC=1C=C2C=C(C(N(C2=CC1)C)=O)OCC(C)=O 5-[[4-(5-chloro-4-[[1-methyl-2-oxo-3-(2-oxopropoxy)quinolin-6-yl]amino]pyrimidin-2-yl)-1-methylpiperazin-2-yl]methoxy]-2-(2,6-dioxopiperidin-3-yl)isoindole-1,3-dione